(S,Z)-3-(benzyloxy)-1-((tert-butoxycarbonyl)(6-((tert-butoxycarbonyl)amino)hex-4-en-2-yl)amino)-5-((2,4-difluorobenzyl)carbamoyl)-4-oxo-1,4-dihydropyridine-2-carboxylic acid C(C1=CC=CC=C1)OC1=C(N(C=C(C1=O)C(NCC1=C(C=C(C=C1)F)F)=O)N([C@@H](C)C\C=C/CNC(=O)OC(C)(C)C)C(=O)OC(C)(C)C)C(=O)O